tin-nickel-niobium [Nb].[Ni].[Sn]